4-(6,7-difluoro-3-quinolylamino)-2-{5-methoxy-6-(8-oxa-3-azabicyclo[3.2.1]oct-3-yl)-3-pyridylamino}pyrimidine FC=1C=C2C=C(C=NC2=CC1F)NC1=NC(=NC=C1)NC=1C=NC(=C(C1)OC)N1CC2CCC(C1)O2